3-((4-carbamoyl-phenoxy)methyl)-4-cyclopropylbenzo[b]thiophene-2-carboxylic acid C(N)(=O)C1=CC=C(OCC=2C3=C(SC2C(=O)O)C=CC=C3C3CC3)C=C1